3-(6-(Aminomethyl)pyridazin-3-yl)piperidine-2,6-dione NCC1=CC=C(N=N1)C1C(NC(CC1)=O)=O